4-((20-Amino-3,6,9,12,15,18-hexaoxaicosyl)amino)-2-methyl-N-(5-methylthiazol-2-yl)benzamide NCCOCCOCCOCCOCCOCCOCCNC1=CC(=C(C(=O)NC=2SC(=CN2)C)C=C1)C